ethyl 1-(2-tert-butoxy-2-oxo-ethyl)-7-nitro-indole-2-carboxylate C(C)(C)(C)OC(CN1C(=CC2=CC=CC(=C12)[N+](=O)[O-])C(=O)OCC)=O